Formic acid, heptyl ester C(=O)OCCCCCCC